1,6-bis(N,N'-dibenzylthiocarbamyl-dithio)hexane C(C1=CC=CC=C1)N(C(=S)SSCCCCCCSSC(N(CC1=CC=CC=C1)CC1=CC=CC=C1)=S)CC1=CC=CC=C1